OC[C@H]1N(C[C@@H]([C@H]([C@@H]1O)O)O)C[C@@H]1CN(CC1)C=1SC=C(N1)C(F)(F)F (2R,3R,4R,5S)-2-(hydroxymethyl)-1-(((R)-1-(4-(trifluoromethyl)thiazol-2-yl)pyrrolidin-3-yl)methyl)piperidine-3,4,5-triol